C(C)(=O)OCC1=CC(C(C1(C)C)C)=C (4,5,5-trimethyl-3-methylenecyclopent-1-en-1-yl)methyl acetate